5-(4-(3,3,3-trifluoroprop-1-ynyl)phenoxy)-1H-1,2,3-triazole-4-carboxylic acid FC(C#CC1=CC=C(OC2=C(N=NN2)C(=O)O)C=C1)(F)F